ClC1=C(C=C(C=C1)NC1(CCN(CC1)C(=O)OC(C)(C)C)C#N)F Tert-butyl 4-((4-chloro-3-fluorophenyl) amino)-4-cyanopiperidine-1-carboxylate